N-(2-hydroxy-3-glucosyl-1-propyl)dodecyl-dimethyl-ammonium chloride [Cl-].OC(C[N+](C)(C)CCCCCCCCCCCC)CC1[C@H](O)[C@@H](O)[C@H](O)[C@H](O1)CO